[N+](=O)([O-])C=1C=C2C(C(=C(N(C2=CC1)O)C)CC1=CC=C(C=C1)OC(F)(F)F)=O 6-nitro-1-hydroxy-2-methyl-3-(4-trifluoromethoxybenzyl)-4(1H)-quinolinone